CCCCC/C=C\CCCCCCCC(=O)O[C@H](COC(=O)CCCC/C=C\C/C=C\C/C=C\C/C=C\CC)COP(=O)([O-])OCC[N+](C)(C)C 1-(6Z,9Z,12Z,15Z-octadecatetraenoyl)-2-(9Z-pentadecenoyl)-glycero-3-phosphocholine